2-(1-(trifluoromethyl)cyclopropyl)acetonitrile FC(C1(CC1)CC#N)(F)F